(S)-1-(3-(3-(4-(m-tolyloxy)phenyl)-1H-pyrazolo[4,3-c]pyridin-1-yl)piperidin-1-yl)prop-2-en-1-one C1(=CC(=CC=C1)OC1=CC=C(C=C1)C1=NN(C2=C1C=NC=C2)[C@@H]2CN(CCC2)C(C=C)=O)C